4-(1-(4-((3,5-Difluorophenyl)amino)-1-(4-(trifluoromethyl)benzyl)-1H-indol-7-amido)cyclopropyl)benzoic acid FC=1C=C(C=C(C1)F)NC1=C2C=CN(C2=C(C=C1)C(=O)NC1(CC1)C1=CC=C(C(=O)O)C=C1)CC1=CC=C(C=C1)C(F)(F)F